4-hydroxymethyl-1,3-dioxane OCC1OCOCC1